5-Ethyl-6-(4-methoxyphenyl)-2,3-diphenylpyrazolo[1,5-a]pyrimidin-7(4H)-one C(C)C=1NC=2N(C(C1C1=CC=C(C=C1)OC)=O)N=C(C2C2=CC=CC=C2)C2=CC=CC=C2